acetyl tryptophanate N[C@@H](CC1=CNC2=CC=CC=C12)C(=O)OC(C)=O